cyclopentyl-5-(2-(4-(dimethylamino)phenyl)amino-5-fluoropyrimidin-4-yl)-pyridin-2(1H)-one C1(CCCC1)N1C(C=CC(=C1)C1=NC(=NC=C1F)NC1=CC=C(C=C1)N(C)C)=O